C(C)(C)C(COC)(COC)CCC(CCCC(C)C)C 2-isopropyl-2-(3,7-dimethyloctyl)-1,3-dimethoxypropane